FC1=C(C(=CC(=C1)S(=O)(=O)C)F)C=1N=C2N(C=CC(=C2)C)C1C[C@H]1CN(CCO1)C(=O)OC(C)(C)C tert-butyl (S)-2-((2-(2,6-difluoro-4-(methylsulfonyl)phenyl)-7-methylimidazo[1,2-a]pyridin-3-yl)methyl)morpholine-4-carboxylate